FC=1C=C(C=C(C1CN1CCNC=2C=NC=3N=C(C=CC3C21)OC)F)S(=O)(=O)N 3,5-difluoro-4-((8-methoxy-3,4-dihydropyrazino[2,3-c][1,8]naphthyridine-1(2H)-yl)methyl)benzenesulfonamide